NCC(=O)N1C(C=2N(CC1)C(=C(N2)C2=CC=C(C=C2)F)NC2=NC=C(C=N2)F)(C)C 2-amino-1-(2-(4-fluorophenyl)-3-((5-fluoropyrimidin-2-yl)amino)-8,8-dimethyl-5,6-dihydroimidazo[1,2-a]pyrazin-7(8H)-yl)ethan-1-one